5-chloro-1'-[2-(3-fluoro-4-{6-methanesulfonyl-2,6-diazaspiro[3.3]heptane-2-carbonyl}phenoxy)ethyl]-1,2-dihydrospiro[indole-3,4'-piperidin]-2-one ClC=1C=C2C(=CC1)NC(C21CCN(CC1)CCOC1=CC(=C(C=C1)C(=O)N1CC2(C1)CN(C2)S(=O)(=O)C)F)=O